C(CCCC1=C(C=C(C(=C1)C(C)(C)C)O)C)C1=C(C=C(C(=C1)C(C)(C)C)O)C 4,4'-butylene-bis(3-methyl-6-tert-butylphenol)